C(C)(C)N1N=C(C=C1C1[C@H]2CC(C[C@@H]12)=O)C1=NC(=CC=C1)C(F)(F)F (1R,5S,6r)-6-(1-Isopropyl-3-(6-(trifluoromethyl)pyridin-2-yl)-1H-pyrazol-5-yl)bicyclo[3.1.0]hexan-3-one